FC=1C(=NC=2N(C1)N=CC2C(=O)NC=2C=C(C=CC2C)S(=O)(=O)[O-])N2[C@H](CCC2)C=2C(=NC=C(C2)F)O (1R,3r)-3-(6-fluoro-5-((R)-2-(5-fluoro-2-hydroxypyridin-3-yl)pyrrolidin-1-yl)pyrazolo[1,5-a]pyrimidine-3-carboxamido)-4-methylbenzenesulfonate